N-(2'-(4,4-difluoro-2-methylcyclohexyl)-3-fluoro-[2,4'-bipyridin]-3'-yl)-5-fluoro-6-(2-hydroxypropan-2-yl)nicotinamide FC1(CC(C(CC1)C1=NC=CC(=C1NC(C1=CN=C(C(=C1)F)C(C)(C)O)=O)C1=NC=CC=C1F)C)F